2'-chloro-N-(5-(imidazo[1,2-a]pyridine-8-carbonyl)-5,6-dihydro-4H-pyrrolo[3,4-d]thiazol-2-yl)-5'-methoxy-6-methyl-[4,4'-bipyridine]-3-carboxamide ClC1=NC=C(C(=C1)C1=C(C=NC(=C1)C)C(=O)NC=1SC2=C(N1)CN(C2)C(=O)C=2C=1N(C=CC2)C=CN1)OC